pyridylpyrimidine C1=CC=NC(=C1)C2=NC=CC=N2